COCCOCCOCCOCCOCCOCCOC1=C(C(=O)OC)C=CC(=C1)Br methyl 2-(2,5,8,11,14,17-hexaoxanonadec-19-yloxy)-4-bromobenzoate